5-(chloromethyl)-2-methylbenzo[d]oxazole ClCC=1C=CC2=C(N=C(O2)C)C1